7-(difluoromethoxy)-1-(4-fluoro-2-methylphenyl)-3-(2-methyl-6-oxo-1,6-dihydropyridin-3-yl)-2,3-dihydroquinazolin-4(1H)-one FC(OC1=CC=C2C(N(CN(C2=C1)C1=C(C=C(C=C1)F)C)C1=C(NC(C=C1)=O)C)=O)F